methyltributyl-ammonium fluoride [F-].C[N+](CCCC)(CCCC)CCCC